C(C1=CC=CC=C1)NCC1(CCC1)O 1-[(benzylamino)methyl]cyclobutan-1-ol